OC1N(C(N(C1C)C)=O)C1=NC=CC(=C1)C(F)(F)F 4-hydroxy-1,5-dimethyl-3-[4-(trifluoromethyl)-2-pyridyl]imidazolin-2-one